F[C@H]1C[C@H](N2N=C(N=C21)C=O)C2=CC=CC=C2 cis-7-fluoro-5-phenyl-6,7-dihydro-5H-pyrrolo[1,2-b][1,2,4]triazole-2-carbaldehyde